C[C@H]1N([C@@H](COC1)C)C(=O)C1=C(C=CC(=C1)F)C1=C2C=NN(C2=CC(=C1)C1CN(C1)[C@H](CCCN(C)CCOC)C(C)C)C [(4R)-4-[3-(4-{2-[(3R,5R)-3,5-dimethylmorpholine-4-carbonyl]-4-fluorophenyl}-1-methyl-1H-indazol-6-yl)azetidin-1-yl]-5-methylhexyl](2-methoxyethyl)methylamine